Methyl 2-(6-ethylpyridin-3-yl)-5-[({1-[2-fluoro-4-(trifluoromethoxy) phenyl]cyclopropyl}carbonyl) amino]benzoate C(C)C1=CC=C(C=N1)C1=C(C(=O)OC)C=C(C=C1)NC(=O)C1(CC1)C1=C(C=C(C=C1)OC(F)(F)F)F